7-chloro-4-[(5-propyl-2-pyrimidinyl)oxy]quinazolineMethanamin ClC1=CC=C2C(=NC(=NC2=C1)CN)OC1=NC=C(C=N1)CCC